6-(bis(4-methoxybenzyl)amino)-3-(trifluoromethyl)pyridine COC1=CC=C(CN(C2=CC=C(C=N2)C(F)(F)F)CC2=CC=C(C=C2)OC)C=C1